FC1=C(C(=O)N[C@H](C(=O)O)CC=2C=CC(=C3C=CC=NC23)C=2C(N(C(N(C2)C)=O)C)=O)C(=CC=C1)F (S)-2-(2,6-difluorobenzoylamino)-3-(5-(1,3-dimethyl-2,4-dioxo-1,2,3,4-tetrahydropyrimidin-5-yl)quinolin-8-yl)propionic acid